CETYLTRIMETHYL-AMMONIUM BROMIDE [Br-].C(CCCCCCCCCCCCCCC)[N+](C)(C)C